tert-butyl (3-hydroxypropyl)(4-(trifluoromethyl)phenethyl)carbamate OCCCN(C(OC(C)(C)C)=O)CCC1=CC=C(C=C1)C(F)(F)F